Tert-Butyl (2r)-2-((3-Chloro-5-(2-((6,6-Dimethyl-2,4-Dioxo-3-Azabicyclo[3.1.0]Hexan-3-Yl)Methyl)Thieno[3,2-B]Pyridin-7-Yl)-2-Methyl-1h-Pyrrol-1-Yl)Methyl)Morpholine-4-Carboxylate ClC1=C(N(C(=C1)C1=C2C(=NC=C1)C=C(S2)CN2C(C1C(C1C2=O)(C)C)=O)C[C@@H]2CN(CCO2)C(=O)OC(C)(C)C)C